5-(2,4-diguanidino-3,5,6-trihydroxy-cyclohexoxy)-4-[4,5-dihydroxy-6-(hydroxymethyl)-3-methylamino-tetrahydropyran-2-yl]oxy-3-hydroxy-2-methyl-tetrahydrofuran-3-carbaldehyde N(C(=N)N)C1C(C(C(C(C1O)NC(=N)N)O)O)OC1C(C(C(O1)C)(C=O)O)OC1OC(C(C(C1NC)O)O)CO